(R)-N-(4-chlorophenyl)-2-((1S,4S)-4-(6-fluoroquinolin-4-yl)cyclohexyl)propionamide ClC1=CC=C(C=C1)NC([C@H](C)C1CCC(CC1)C1=CC=NC2=CC=C(C=C12)F)=O